4-(aminomethyl)-1-(5-(2-methoxy-3-(trifluoromethyl)phenyl)imidazo[2,1-b][1,3,4]thiadiazol-2-yl)piperidin-4-ol NCC1(CCN(CC1)C1=NN2C(S1)=NC=C2C2=C(C(=CC=C2)C(F)(F)F)OC)O